CNC(CNC=1C=C(C=C(C1)C1=NN(C=C1)CC=1C=NC=CC1)C1=CC=CC=C1)=O N-methyl-2-((5-(1-(pyridin-3-ylmethyl)-1H-pyrazol-3-yl)-[1,1'-biphenyl]-3-yl)amino)acetamide